zinc N,N-di-n-butyldithiocarbamate C(CCC)N(C([S-])=S)CCCC.[Zn+2].C(CCC)N(C([S-])=S)CCCC